CC=1OC(=CN1)C=1C=C2C=C(N=CC2=CC1)NC([C@H](C)N1CCCC1)=O (S)-N-(6-(2-methyloxazol-5-yl)isoquinolin-3-yl)-2-(pyrrolidin-1-yl)propanamide